NC=1N(N=C2CNCCC21)C(=O)[C@@H]2CCNC1=C(C=CC=C21)C |o1:12| (R*)-(3-amino-4,5,6,7-tetrahydropyrazolo[3,4-c]pyridin-2-yl)(8-methyl-1,2,3,4-tetrahydroquinolin-4-yl)methanone